dl-para-methylbenzylidenesorbitol CC1=CC=C(C=C(O)[C@H](O)[C@@H](O)[C@H](O)[C@H](O)CO)C=C1